C(C)(=O)C1CC(C1)(C1=NN=CN1C)C=1C=C(C=CC1)N1C(C2=CC(=CC(=C2C1)C(F)(F)F)CNC1(CCC1)C)=O 2-(3-((1s,3s)-3-acetyl-1-(4-methyl-4H-1,2,4-triazol-3-yl)cyclobutyl)phenyl)-6-(((1-methylcyclobutyl)amino)methyl)-4-(trifluoromethyl)isoindolin-1-one